(4-hydroxy-biphenylyl)aluminum OC1=CC(=C(C=C1)C1=CC=CC=C1)[Al]